FC=1C2=C(C=NC1N1C[C@H]([C@@H](CC1)OC)O)N=C(N2)C2=CC(=CN2)C(=O)C2=C(C=CC=C2)C(F)(F)F (5-(7-fluoro-6-((3R,4R)-3-hydroxy-4-methoxypiperidin-1-yl)-1H-imidazo[4,5-c]pyridin-2-yl)-1H-pyrrol-3-yl)(2-(trifluoromethyl)phenyl)methanone